4-(3-Chloropropionamido)-N-(4-fluorophenyl)-1H-indazole-3-carboxamide ClCCC(=O)NC1=C2C(=NNC2=CC=C1)C(=O)NC1=CC=C(C=C1)F